C(C)(C)(C)C=1C=C(C=C(C1O)C(C)(C)C)C(C(=O)O)C (3,5-di-tert-butyl-4-hydroxyphenyl)Propionic acid